methyl (2S)-2-[(tert-butoxycarbonyl)(methyl)amino]-3-(5-chloro-2-isopropoxypyridin-3-yl)propanoate C(C)(C)(C)OC(=O)N([C@H](C(=O)OC)CC=1C(=NC=C(C1)Cl)OC(C)C)C